[N+](=O)([O-])C1=CC=CC2=NC3=CC=CC=C3C(=C12)NCCNCCO 2-[2-[(1-Nitroacridin-9-yl)amino]ethylamino]ethanol